N-(7-chloro-quinolin-8-yl)-3-cyclopropylpyridine-2-sulfonamide ClC1=CC=C2C=CC=NC2=C1NS(=O)(=O)C1=NC=CC=C1C1CC1